FC1=C(C=CC=C1F)CC#N 2-(2,3-difluorophenyl)acetonitrile